OC(CC(C(=O)NCC=C)=C)CC(C(=O)NCC=C)=C (2-hydroxy-1,3-propanediyl)bis[N-2-propen-1-yl-2-propenamide]